N-(3-nitrophenyl)amine [N+](=O)([O-])C=1C=C(C=CC1)N